ClC=1C(=C(C=CC1)C1CC(C(N1C)=O)=C)C=1C=NN(C1)C 5-(3-chloro-2-(1-methyl-1H-pyrazol-4-yl)phenyl)-1-methyl-3-methylenepyrrolidin-2-one